C(C=C)(=O)OC(C(CO)(C)C)CC(CO)(C)C 3-hydroxy-2,2-dimethylpropyl-3-hydroxy-2,2-dimethylpropyl acrylate